ACETATE (3-methylbutyl acetate) CC(CCCC(=O)O)C.C(C)(=O)O